C1=NC=C(C2=CC=CC=C12)N1C(N(CC1C#N)C1CC2(CC2)C1)=O 3-(isoquinolin-4-yl)-2-oxo-1-(spiro[2.3]hex-5-yl)imidazoline-4-carbonitrile